ethyl (S)-2-((tert-butoxycarbonyl)amino)-3-(3-vinylphenyl)propanoate C(C)(C)(C)OC(=O)N[C@H](C(=O)OCC)CC1=CC(=CC=C1)C=C